C(CCC)NC=1N=NN(N1)CC1=C(N=NN1C)C1=CC=C(C(=N1)C)O[C@@H]1C[C@H](CCC1)C(=O)OC Methyl (1S,3S)-3-((6-(5-((5-(butyl amino)-2H-tetrazol-2-yl)methyl)-1-methyl-1H-1,2,3-triazol-4-yl)-2-methylpyridin-3-yl)oxy)cyclohexane-1-carboxylate